N-(5-bromo-6-fluoro-3-methoxypyridin-2-yl)-5-(2-fluorophenyl)-1H-pyrrol-3-sulfonamide BrC=1C=C(C(=NC1F)NS(=O)(=O)C1=CNC(=C1)C1=C(C=CC=C1)F)OC